2-chloro-N1-(4-chloro-3-(pyridin-2-yl)phenyl)-N4-(pyridin-3-yl)terephthalamide ClC1=C(C(=O)NC2=CC(=C(C=C2)Cl)C2=NC=CC=C2)C=CC(=C1)C(=O)NC=1C=NC=CC1